CC(O)(C1CC2OC2(CC1)C)C α,α,6-trimethyl-7-oxabicyclo[4.1.0]heptane-3-methanol